FC1=CC=C(C=C1)C(N1CCN(CC1)C1=C(C(N(C2=CC=C(N=C12)C)C)=O)F)C1=CC=C(C=C1)F 4-(4-(bis(4-fluorophenyl)methyl)piperazin-1-yl)-3-fluoro-1,6-dimethyl-1,5-naphthyridin-2(1H)-one